COC=1C=C(C=CC1OC)C=1NC2=CC=C(C=C2C1C(C)C)C(=O)N1CC2C(C1)CN(C2)C(CN2CC(CCC2)C(=O)N(CC)CC)=O 1-(2-(5-(2-(3,4-dimethoxyphenyl)-3-isopropyl-1H-indole-5-carbonyl)hexahydropyrrolo[3,4-c]pyrrol-2(1H)-yl)-2-oxoethyl)-N,N-diethylpiperidine-3-carboxamide